methyl (R)-2-(3-((6-((1-(4-(tert-butyl)phenyl)ethyl)carbamoyl)-1,2-dimethyl-1H-indol-3-yl)methyl)phenoxy)-2-methylpropanoate C(C)(C)(C)C1=CC=C(C=C1)[C@@H](C)NC(=O)C1=CC=C2C(=C(N(C2=C1)C)C)CC=1C=C(OC(C(=O)OC)(C)C)C=CC1